N[C@H](C(=O)O)CN1CC2=CC=CC=C2C1 (S)-2-amino-3-(isoindolin-2-yl)propanoic acid